S(=O)(=O)(O)O.CN(C)CCOC(C(=C)C)=O.CN(C)CCCC=C(C(=O)N)C dimethylaminopropyl-methacrylamide dimethylaminoethyl-methacrylate sulfate